2-(((2R,7aS)-2-fluorotetrahydro-1H-pyrrolizin-7a(5H)-yl)methoxy)-11-methyl-7a,8,9,10,10a,11-hexahydrocyclopenta[2,3][1,4]oxazepino[5,6,7-de]quinazoline F[C@@H]1C[C@@]2(CCCN2C1)COC=1N=C2C=CC=C3C2=C(N1)N(C1C(O3)CCC1)C